Cl.Cl.ClC1=CC=C(C=C1)C1=CC2=C(NC(=N2)CCN)C=C1 2-(5-(4-chlorophenyl)-1H-benzo[d]imidazol-2-yl)ethan-1-amine dihydrochloride